OC(C1CCN(CC1)C(=O)OC(C)(C)C)C=1SC(=CC1)C(=O)OC tert-butyl 4-(hydroxy(5-(methoxycarbonyl)thiophen-2-yl)methyl)piperidine-1-carboxylate